tert-Butyl 4-[4-(2,4-dioxohexahydropyrimidin-1-yl)-3-methoxy-benzoyl]piperazine-1-carboxylate O=C1N(CCC(N1)=O)C1=C(C=C(C(=O)N2CCN(CC2)C(=O)OC(C)(C)C)C=C1)OC